cyclopropyl-[(SR,7R)-5-(1,1-difluoropropyl)-7-fluoro-6,7-dihydro-5H-pyrrolo[1,2-b][1,2,4]triazol-2-yl]methanone C1(CC1)C(=O)C=1N=C2N(N1)[C@@H](C[C@H]2F)C(CC)(F)F |&1:10|